FC1=C(C=CC=C1F)[C@@H]1CC=2C(=NC=CC2)[C@@H](CC1)O (5S,6S,9R)-6-(2,3-difluorophenyl)-9-hydroxy-6,7,8,9-tetrahydro-5H-cyclohept[b]pyridine